3-[5-(3,4-difluorophenoxy)-2-pyridyl]-1-ethyl-1-[(2R)-3,3,3-trifluoro-2-hydroxy-propyl]urea FC=1C=C(OC=2C=CC(=NC2)NC(N(C[C@H](C(F)(F)F)O)CC)=O)C=CC1F